O=C1C=C(CC1)C=1N(C=CC1)C(=O)OC(C)(C)C tert-butyl 2-(3-oxocyclopent-1-en-1-yl)-1H-pyrrole-1-carboxylate